COC(=O)C=1N=C(C2=CC(=CC=C2C1O)OC1=CC=CC=C1)CN1CCOCC1 1-[(Morpholin-4-yl)methyl]-4-hydroxy-7-phenoxyisoquinoline-3-carboxylic acid methyl ester